N-(1-(7-chloro-4-(1H-imidazol-1-yl)quinolin-2-yl)piperidin-3-yl)-2-hydroxyacetamide ClC1=CC=C2C(=CC(=NC2=C1)N1CC(CCC1)NC(CO)=O)N1C=NC=C1